ClC=1C=CC(=NC1)COC=1C=C(C=CC1NS(=O)(=O)CC)C1=NNC(=C1C(=O)N)NC1=NC=CN=C1 3-{3-[(5-chloropyridin-2-yl)methoxy]-4-ethanesulfonamidophenyl}-5-[(pyrazin-2-yl)amino]-1H-pyrazole-4-carboxamide